CC1(OC2=CC(=CC=C2C=C1C=C)O[Si](C(C)C)(C(C)C)C(C)C)C ((2,2-dimethyl-3-vinyl-2H-chromen-7-yl)oxy)triisopropylsilane